ethyl 3-amino-2-methyl-3-[6-(trifluoromethyl)-3-pyridyl]propanoate hydrochloride Cl.NC(C(C(=O)OCC)C)C=1C=NC(=CC1)C(F)(F)F